ClC=1C=C(C=CC1F)NC(N(C)[C@H]1COCC=2NC(C=3C=C(C=CC3C21)C#N)=O)=O (R)-3-(3-chloro-4-fluorophenyl)-1-(8-cyano-6-oxo-1,4,5,6-tetrahydro-2H-pyrano[3,4-c]isoquinolin-1-yl)-1-methylurea